ClC1=CC2=C(NC(=N2)CNC=2C=3N(N=C(C2)N2CCOCC2)C(=CN3)C=3C=NN(C3)C(F)F)C=C1Cl N-((5,6-dichloro-1H-benzo[d]imidazol-2-yl)methyl)-3-(1-(difluoromethyl)-1H-pyrazol-4-yl)-6-morpholinoimidazo[1,2-b]pyridazin-8-amine